COC=1C=C(C=CC1)C1N(CCC1)C(=O)C=1N=C(C2=C(N1)OC(=C2)C)NC2(CC2)C [2-(3-methoxyphenyl)pyrrolidine-1-carbonyl]-6-methyl-N-(1-methylcyclopropyl)furo[2,3-d]pyrimidin-4-amine